6-oxo-1,6-dihydropyrimidine-5-carboxamide O=C1C(=CN=CN1)C(=O)N